Cl.O1CCC2=C1C(=CC=C2)[C@H](C)N (S)-1-(2,3-Dihydrobenzofuran-7-yl)ethanamine hydrochloride